tert-butyl 3-(2'-(2-ethoxypyridin-3-yl)-6'-oxo-1-(5-propoxy-4-(trifluoromethyl)pyridin-3-yl)-6'H-spiro[piperidine-4,5'-[1,7]naphthyridin]-7'(8'H)-yl)pyrrolidine-1-carboxylate C(C)OC1=NC=CC=C1C1=NC=2CN(C(C3(C2C=C1)CCN(CC3)C=3C=NC=C(C3C(F)(F)F)OCCC)=O)C3CN(CC3)C(=O)OC(C)(C)C